N-((3s,5s,7s)-adamantan-1-yl)quinoxaline-2-carboxamide C12(CC3CC(CC(C1)C3)C2)NC(=O)C2=NC3=CC=CC=C3N=C2